4-(3,5-dihydroxyphenoxy)benzaldehyde OC=1C=C(OC2=CC=C(C=O)C=C2)C=C(C1)O